COC=1C=C2CCN(CC2=CC1C1(NC2=CC(=CC=C2C=N1)NCC1(COC1)C)N)C 2-(6-methoxy-2-methyl-1,2,3,4-tetrahydroisoquinolin-7-yl)-N~7~-[(3-methyloxetan-3-yl)methyl]quinazoline-2,7-diamine